BrC1=CC=C(C(=N1)C[C@@H](C1=C(C=CC=C1)C1=NOC2=C1C=CC(=C2)F)N[S@@](=O)C(C)(C)C)F (S)-N-{(S)-2-(6-Bromo-3-fluoropyridine-2-yl)-1-[2-(6-fluorobenzo[d]isoxazol-3-yl)phenyl]ethyl}-2-methylpropane-2-sulfinamide